CS(=O)(=O)C1=NC=CC=C1NC(=O)C=1C=NC(=CC1)C(F)(F)F N-(2-methanesulfonylpyridin-3-yl)-6-(tri-fluoromethyl)pyridine-3-carboxamide